NCCCCN(C1=C2CN(C(C2=CC=C1)=O)C1C(NC(CC1)=O)=O)C1CCC(CC1)C 3-(4-((4-aminobutyl)((1r,4r)-4-methylcyclohexyl)amino)-1-oxoisoindolin-2-yl)piperidine-2,6-dione